FC=1C(=C(C=CC1F)[C@H]1[C@@H](O[C@@]2(CC([C@]12C)[Si](C)(C)C)C(F)(F)F)C(=O)N)OC |o1:8,9,11,14| rel-(1R,3R,4R,5R)-4-(3,4-difluoro-2-methoxyphenyl)-5-methyl-1-(trifluoromethyl)-6-(Trimethylsilyl)-2-oxabicyclo[3.2.0]heptane-3-carboxamide